C(C=C)(=O)OCC[Si](OCCC)(OCCC)OCCC 2-acryloyloxyethyltri-n-propoxysilane